2,2,2-Trifluoro-N-[3,6,8-tris[(3-sulfopropyl)sulfanyl]pyrene-1-yl]-acetamide FC(C(=O)NC1=CC(=C2C=CC3=C(C=C(C4=CC=C1C2=C34)SCCCS(=O)(=O)O)SCCCS(=O)(=O)O)SCCCS(=O)(=O)O)(F)F